dipropoxymethyl-(4-vinylphenyl)silane C(CC)OC(OCCC)[SiH2]C1=CC=C(C=C1)C=C